4-(2-Methoxy-2-oxo-ethyl)benzoic acid COC(CC1=CC=C(C(=O)O)C=C1)=O